FC([C@@H](C1=CC=C(C=C1)F)NS(=O)(=O)C1=NN2C(N=CC=C2)=C1)(F)F (R)-N-(2,2,2-trifluoro-1-(4-fluorophenyl)ethyl)pyrazolo[1,5-a]pyrimidine-2-sulfonamide